9-undecenoic acid-1-(3-pentoxysilyl)-ethyl ester CCC(CC)O[SiH2]C(C)OC(CCCCCCCC=CC)=O